[N+](=O)([O-])C1=C(C=CC(=C1)N)N 2-nitro-1,4-phenylendiamine